(S)-2,2-Dimethyl-N-(6-(1-methyl-1H-pyrazol-4-yl)pyridin-2-yl)-6-((tetrahydrofuran-3-yl)oxy)-2,3-dihydrofuro[2,3-b]pyridine-5-carboxamide CC1(CC=2C(=NC(=C(C2)C(=O)NC2=NC(=CC=C2)C=2C=NN(C2)C)O[C@@H]2COCC2)O1)C